OC=1C=C2CC(C(C2=CC1O)=O)=CC1=CC=C(C=C1)C(F)(F)F 5,6-dihydroxy-2-(4-(trifluoromethyl)benzylidene)-2,3-dihydro-1H-inden-1-one